(R)-2-(1-(4-(3-amino-5-(4-amino-8-azadispiro[2.1.5.2]dodec-8-yl)pyrazin-2-ylsulfanyl)-3-chloropyridin-2-yl)azetidin-3-yl)propan-2-ol titanium [Ti].NC=1C(=NC=C(N1)N1CCC2([C@@H](C3(CC3)CC2)N)CC1)SC1=C(C(=NC=C1)N1CC(C1)C(C)(C)O)Cl